C(C)OC=1C=C(C=CC1)C1=C(C=C(C=C1)CN1CCNCC1)C 4-[[4-(3-ethoxyphenyl)-3-methylphenyl]methyl]piperazin